5-chloro-1,3-dihydro-1-methyl-2H-imidazo[4,5-b]pyridin-2-one ClC1=CC=C2C(=N1)NC(N2C)=O